N-methyl-N-butylaniline CN(C1=CC=CC=C1)CCCC